N-(methylsulfonyl)-5-((tetrahydro-2H-pyran-4-yl)oxy)benzamide tert-butyl-(5-methyl-4,5-dihydro-[1,2,4]triazolo[1,5-a]quinoxalin-6-yl)carbamate C(C)(C)(C)N(C(O)=O)C1=C2N(CC=3N(C2=CC=C1)N=CN3)C.CS(=O)(=O)NC(C3=CC=CC(=C3)OC3CCOCC3)=O